COC1=CC=C(C=C1)/C=C/C#N (E)-3-(4-Methoxyphenyl)-acrylonitrile